C1CCC2=C(C=CC=C12)[C@@H]1[C@H](CC=2C(=NC(=NC2C1)OC[C@H]1N(CCC1)C)N1C[C@H](N(CC1)C(C=C)=O)CC#C)C 1-((R)-4-((6S,7S)-7-(2,3-dihydro-1H-inden-4-yl)-6-methyl-2-(((S)-1-methylpyrrolidin-2-yl)methoxy)-5,6,7,8-tetrahydroquinazolin-4-yl)-2-(prop-2-yn-1-yl)piperazin-1-yl)prop-2-en-1-one